Dihydro-5,5-diMethyl-2H-thiopyran-3(4H)-one-1,1-dioxid CC1(CC(CS(C1)(=O)=O)=O)C